ClC1=CC=C(C=C1)C=1N=CN(C1C1=CC=NC=C1)CC(=O)N1[C@@H]2CN([C@H](C1)CC2)C 2-[4-(4-chlorophenyl)-5-(pyridin-4-yl)-1H-imidazol-1-yl]-1-[(1S,4S)-5-methyl-2,5-diazabicyclo[2.2.2]octan-2-yl]ethan-1-one